Cl.CN(C1C(N(C(C1)=O)C(C(=O)NCC1=C(C=CC=C1)F)C)=O)C 2-(3-(dimethylamino)-2,5-dioxopyrrolidin-1-yl)-N-(2-fluorobenzyl)propanamide hydrochloride